2,2'-(Pentane-1,2-diylbis(oxy))bis(8,8-dimethyl-1-oxaspiro[4.5]decane) C(C(CCC)OC1OC2(CC1)CCC(CC2)(C)C)OC2OC1(CC2)CCC(CC1)(C)C